C(C)OC(C[C@H](N1C(C=2N(CC1)C=C(C2)C=O)=O)C2=CC(=C(C=C2)OC)F)=O (S)-3-(3-fluoro-4-methoxyphenyl)-3-(7-formyl-1-oxo-3,4-dihydropyrrolo[1,2-a]pyrazin-2(1H)-yl)propionic acid ethyl ester